BrCCOC1=C(C=C(C=C1)N1C2(CCC2)C(N(C1=S)C=1C=C(C(=NC1)C#N)C(F)(F)F)=O)CC 5-(5-(4-(2-Bromoethoxy)-3-ethylphenyl)-8-oxo-6-thioxo-5,7-diazaspiro[3.4]oct-7-yl)-3-(trifluoromethyl)pyridinecarbonitrile